N[C@H](C(=O)N1[C@@H]([C@H]2[C@H]3C=C[C@@H]([C@H]2C1)C3(F)F)C(=O)O)C(C)(C)C (1R,2R,3S,6S,7S)-4-[(2S)-2-amino-3,3-dimethylbutanoyl]-10,10-difluoro-4-azatricyclo[5.2.1.0^{2,6}]dec-8-ene-3-carboxylic acid